ClC1=C(C=NC(=C1)C)C1CC(=NN1C(CC)=O)C1=C(C=CS1)C 5-(5-(4-chloro-6-methylpyridin-3-yl)-1-propionyl-4,5-dihydro-1H-pyrazol-3-yl)-4-methylthiophene